Cl.FC([C@@H]1[C@H](C1)N)(F)F (1s,2s)-2-(trifluoromethyl)cyclopropan-1-amine hydrochloride